ON1N=NN=N1 hydroxypentazol